ClC=1C(=NN2C1CNCCC2)C(C)=O 1-(3-chloro-5,6,7,8-tetrahydro-4H-pyrazolo[1,5-a][1,4]diazepin-2-yl)ethanone